C1(CCCCC1)CCCCCCCCCCCCCCCC 1-cyclohexylhexadecane